4-(pyridin-2-yl)thiophene-2-carboxylic acid N1=C(C=CC=C1)C=1C=C(SC1)C(=O)O